[Ba+2].[N+](=O)([O-])C=1C(=C(C2=CC=CC=C2C1)S(=O)(=O)[O-])[N+](=O)[O-].[N+](=O)([O-])C=1C(=C(C2=CC=CC=C2C1)S(=O)(=O)[O-])[N+](=O)[O-] dinitronaphthalenesulfonate barium salt